(S)-1'-(5-((2-amino-3-chloropyridin-4-yl)thio)-1H-imidazo[4,5-b]pyrazin-2-yl)-5,6-difluoro-1,3-dihydrospiro[indene-2,4'-piperidin]-1-amine NC1=NC=CC(=C1Cl)SC=1N=C2C(=NC1)NC(=N2)N2CCC1(CC2)[C@@H](C2=CC(=C(C=C2C1)F)F)N